ClC1=NC=CC(=C1B1OC(C(O1)(C)C)(C)C)C1OCCO1 2-chloro-4-(1,3-dioxolan-2-yl)-3-(4,4,5,5-tetramethyl-1,3,2-dioxaborolan-2-yl)pyridine